tert-Butyl 3-(7-(thiazol-2-yl)-5-(2,2,2-trifluoroethoxy)benzo[d]oxazol-2-yl)-3,8-diazabicyclo[3.2.1]octane-8-carboxylate S1C(=NC=C1)C1=CC(=CC=2N=C(OC21)N2CC1CCC(C2)N1C(=O)OC(C)(C)C)OCC(F)(F)F